C1=NC(=C2C(=N1)N(C=N2)[C@H]3[C@@H]([C@@H]([C@H](O3)COP(=O)(NC(=O)[C@H](CC(=O)O)N)OCCCN)O)O)N The molecule is an organic phosphoramidate that is 5'-O-[amino(3-aminopropoxy)phosphoryl]adenosine in which the nitrogen of the phosphoramidite is acylated by a (2S)-2-amino-3-carboxypropanoyl group. It is an organic phosphoramidate and a nucleotide-amino acid. It derives from an adenosine 5'-monophosphate.